[Na+].SCCCS(=O)(=O)[O-] 3-Mercapto-1-propanesulfonic acid sodium salt